C(=O)C=1N=C(SC1)C1CCN(CC1)C(=O)OC(C)(C)C tert-butyl 4-(4-formylthiazol-2-yl)piperidine-1-carboxylate